P(O)(=O)(OP(=O)(O)OP(=O)(O)O)OC[C@@H]1[C@H](C[C@@H](O1)N1C(=O)N=C(N)C(=C1)C(=O)O)O 5-Carboxy-2'-deoxycytidine-5'-Triphosphate